C1CC12CN(CC2)CC2=CC(=C1CN(C(C1=C2)=O)C2=NC(=CC(=C2)C2=C(C=CC=C2)C2=NN=CN2C)C2CC2)C(F)(F)F 6-((5-Azaspiro[2.4]heptan-5-yl)methyl)-2-(6-cyclopropyl-4-(2-(4-methyl-4H-1,2,4-triazol-3-yl)phenyl)pyridin-2-yl)-4-(trifluoromethyl)isoindolin-1-one